N1C=NC=C1 (S)-imidazole